C(C)(C)C1=CC(=NN1C1=CC=C(C=C1)OC(F)(F)F)N1CCN(CCC1)C(=O)OC(C)(C)C tert-butyl 4-[5-isopropyl-1-[4-(trifluoromethoxy)phenyl]pyrazol-3-yl]-1,4-diazepane-1-carboxylate